CC1(CCC(CC1)NCC1=C(C=C(CSC2=C3CN(C(C3=CC=C2)=O)C2C(NC(CC2)=O)=O)C=C1)F)C 3-(4-((4-(((4,4-dimethylcyclohexyl)amino)methyl)-3-fluorobenzyl)thio)-1-oxoisoindolin-2-yl)piperidine-2,6-dione